C(C1=CC=CC=C1)C1(CC1)NC(CC[C@@H](C(O)P(=O)(OCC)OCC)NC([C@H](CC1CCCCC1)NC(OCC1=CC(=CC=C1)Cl)=O)=O)=O 3-Chlorobenzyl ((2S)-1-(((2S)-5-((1-benzylcyclopropyl)amino)-1-(diethoxyphosphoryl)-1-hydroxy-5-oxopentan-2-yl)amino)-3-cyclohexyl-1-oxopropan-2-yl)carbamate